4-N-ethylsulfonyl-1,4-oxazepane C(C)S(=O)(=O)N1CCOCCC1